FC=1C=C2C(C(=CN(C2=CC1N1[C@H](CCC1)COC1=NC=CC=C1)C1(CCC1)C)C(=O)O)=O (R)-6-fluoro-1-(1-methylcyclobutyl)-4-oxo-7-(2-((pyridin-2-yloxy)methyl)pyrrolidin-1-yl)-1,4-dihydro-quinoline-3-carboxylic acid